2,4a-(epoxymethano)naphthalene C=1C2=CCC3(C=CC=CC13)CO2